C1(=CC=CC=C1)C(=O)C(C(F)F)=O difluoroacetyl phenyl ketone